CS(=O)(=O)N1CCC(CC1)NC1=NC=C(C=N1)C(F)(F)F 2-((1-(methylsulfonyl)piperidin-4-yl)amino)-5-(trifluoromethyl)pyrimidin